N-[[(4-chlorophenyl)amino]carbonyl]-2,6-difluorobenzamide ClC1=CC=C(C=C1)NC(=O)NC(C1=C(C=CC=C1F)F)=O